di-tert-butyl-(2R,4R)-4-((6-chloro-4-(1-ethoxyvinyl)-3-fluoropyridin-2-yl)methyl)-2-methylpiperidine-1,4-dicarboxylic acid C(C)(C)(C)C1[C@](N(CC[C@@]1(C(=O)O)CC1=NC(=CC(=C1F)C(=C)OCC)Cl)C(=O)O)(C)C(C)(C)C